4-(4-chloro-5-methoxy-6-(quinolin-6-yl)pyrimidin-2-yl)morpholine ClC1=NC(=NC(=C1OC)C=1C=C2C=CC=NC2=CC1)N1CCOCC1